3-((R)-1-hydroxyethyl)-N-((S)-6-(5-methyl-1,2,4-oxadiazol-3-yl)-2,3-dihydrobenzofuran-3-yl)benzamide O[C@H](C)C=1C=C(C(=O)N[C@@H]2COC3=C2C=CC(=C3)C3=NOC(=N3)C)C=CC1